BrC1=CC(=C(C(=O)OC)C(=C1)C(F)(F)F)F methyl 4-bromo-2-fluoro-6-trifluoromethylbenzoate